Allylaniline C(C=C)NC1=CC=CC=C1